S1C(=CC=C1)C1=C(NC=C1)C=1SC=CC1 dithienyl-pyrrole